((1-((6-chloropyridin-3-yl)amino)isoquinolin-6-yl)imino)(methyl)(oxetan-3-yl)-λ6-sulfanone ClC1=CC=C(C=N1)NC1=NC=CC2=CC(=CC=C12)N=S(=O)(C1COC1)C